propionic acid 3-(2-(ethyl (methyl) amino) ethyl)-1H-indol-6-yl ester C(C)N(CCC1=CNC2=CC(=CC=C12)OC(CC)=O)C